O=C1N(CCCN1)[C@H](C(=O)O)C (S)-2-(2-oxotetrahydropyrimidin-1(2H)-yl)propanoic acid